ClC1=CC(=NC=C1Cl)N1CCN(CC1)CC=1C=C2C(N(C(C2=CC1)=O)N1C(NC(CC1)=O)=O)=O 5-((4-(4,5-dichloropyridin-2-yl)piperazin-1-yl)methyl)-2-(2,4-dioxotetrahydropyrimidin-1(2H)-yl)isoindoline-1,3-dione